N-[(3R,4R)-4-[4-(2-fluoro-6-hydroxy-3-methoxybenzoyl)benzamido]pyrrolidin-3-yl]-1H-1,2,3-benzotriazole-5-carboxamide FC1=C(C(=O)C2=CC=C(C(=O)N[C@H]3[C@@H](CNC3)NC(=O)C3=CC4=C(NN=N4)C=C3)C=C2)C(=CC=C1OC)O